1,5,7-triazabicyclo[4.4.0]dec-5-ene chloride salt [Cl-].N12CCCN=C2NCCC1